((3S)-5-(3-fluorophenyl)-9-methyl-2-oxo-2,3-dihydro-1H-1,4-benzodiazepin-3-yl)-2,3-bis(3,3,3-trifluoropropyl)succinimide FC=1C=C(C=CC1)C1=N[C@H](C(NC2=C1C=CC=C2C)=O)C2(C(=O)NC(C2CCC(F)(F)F)=O)CCC(F)(F)F